N1(CCC1)CCC(=O)N[C@H](C(F)F)C1=C(C=CC(=C1)F)F (S)-3-(azetidin-1-yl)-N-(1-(2,5-difluorophenyl)-2,2-difluoroethyl)propanamide